4-((2-(2-(4-(4-amino-3-(4-phenoxyphenyl)-1H-pyrazolo[3,4-d]pyrimidin-1-yl)piperidin-1-yl)-2-oxoethoxy)ethyl)thio)-2-(2,6-dioxopiperidin-3-yl)isoindoline NC1=C2C(=NC=N1)N(N=C2C2=CC=C(C=C2)OC2=CC=CC=C2)C2CCN(CC2)C(COCCSC2=C1CN(CC1=CC=C2)C2C(NC(CC2)=O)=O)=O